5-(4-(2-(isopropylamino)-2-oxoethyl)-3,3-dimethylpiperazin-1-yl)-7-(trifluoromethyl)thieno[3,2-b]pyridine-3-carboxylic acid methyl ester COC(=O)C1=CSC=2C1=NC(=CC2C(F)(F)F)N2CC(N(CC2)CC(=O)NC(C)C)(C)C